3-[5-[(4-chlorophenyl)methyl]-7-fluoro-4-oxo-1H-quinolin-2-yl]-4-methylsulfanyl-benzonitrile ClC1=CC=C(C=C1)CC1=C2C(C=C(NC2=CC(=C1)F)C=1C=C(C#N)C=CC1SC)=O